C(C)(C)(C)NC[C@H](O)C1=C(C=CC=C1F)C (R)-2-(tert-butylamino)-1-(3-fluoro-2-tolyl)-1-ethanol